tris(2,2'-bipyridine) ruthenium (II) hexafluorophosphate F[P-](F)(F)(F)(F)F.[Ru+2].N1=C(C=CC=C1)C1=NC=CC=C1.N1=C(C=CC=C1)C1=NC=CC=C1.N1=C(C=CC=C1)C1=NC=CC=C1.F[P-](F)(F)(F)(F)F